(3S)-3-(2-(5-(2-(3-fluoroazetidin-1-yl)ethyl)-4-methyl-2-oxopyridin-1(2H)-yl)-4-methylpentanamido)-3-(4,4',5-trifluoro-2',6'-dimethylbiphenyl-3-yl)propanoic acid FC1CN(C1)CCC=1C(=CC(N(C1)C(C(=O)N[C@@H](CC(=O)O)C=1C=C(C=C(C1F)F)C1=C(C=C(C=C1C)F)C)CC(C)C)=O)C